C(CCCCCCC)N n-octanamine